tert-butyl 2-chloro-4-(1-methyl-1H-pyrazol-3-yl)-5,8-dihydropyrido[3,4-d]pyrimidine-7(6H)-carboxylate ClC=1N=C(C2=C(N1)CN(CC2)C(=O)OC(C)(C)C)C2=NN(C=C2)C